2,2-diethoxy-1-n-octyl-1-aza-2-silacyclopentane C(C)O[Si]1(N(CCC1)CCCCCCCC)OCC